CC[C@@H]1[C@@H]2[C@@H]([C@H](C1=O)C)C(=C[C@@]([C@@]2(CC)C(=O)O)(CC)/C=C/C3=CC=CC=C3)CC The molecule is a carbobicyclic compound that is 2,3,3a,4,5,7a-hexahydro-1H-indene substituted by ethyl groups at positions 3, 4, 5 and 7, a methyl group at position 1, an oxo group at position 2, a 2-phenylethenyl group at position 5 and a carboxy group at position 4 (the 1R,3R,3aS,4S,5R,7aS stereoisomer). Isolated from Plakortis angulospiculatus, it exhibits cytotoxicity against human breast cancer MCF-7 cells. It has a role as a metabolite and an antineoplastic agent. It is a carbobicyclic compound, a cyclic ketone, an oxo monocarboxylic acid and a member of styrenes.